ClC1=CC2=C(C=N1)C(=C(N2CC2=CC=C(C=C2)OC)[C@@H]2[C@H](C2)C2=CC(=CC=C2)Cl)F |r| rac-6-chloro-2-((1S*,2S*)-2-(3-chlorophenyl)cyclopropyl)-3-fluoro-1-(4-methoxybenzyl)-1H-pyrrolo[3,2-c]pyridine